2-(3,5-Dichloro-4-((2-(3-methoxybenzyl)-1-oxo-1,2,3,4-tetrahydroisoquinolin-6-yl)oxy)phenyl)-1,2,4-triazine-3,5(2H,4H)-dione ClC=1C=C(C=C(C1OC=1C=C2CCN(C(C2=CC1)=O)CC1=CC(=CC=C1)OC)Cl)N1N=CC(NC1=O)=O